COCC=1C=CC(=NC1)C(=O)N1CCC(CC1)CCCCNC(=O)C1=CC=2C=NC=CC2N1 N-[4-(1-{[5-(methoxymethyl)pyridin-2-yl]carbonyl}piperidin-4-yl)butyl]-1H-pyrrolo[3,2-c]pyridine-2-carboxamide